FC=1C=C(C#N)C=CC1CC=1C=C2C(N(CC2=C(C1C)C)CC(C)(C)O)=O 3-fluoro-4-((2-(2-hydroxy-2-methylpropyl)-6,7-dimethyl-3-oxo-2,3-dihydro-1H-isoindol-5-yl)methyl)benzonitrile